C(C)C1=NN(C(C12NC1=CC=CC=C1C2(C)C)=O)C2=CC=CC=C2 3'-Ethyl-3,3-dimethyl-1'-phenylspiro[indoline-2,4'-pyrazol]-5'(1'H)-one